FC1(CC2(CN(C=3C2=NC(=CC3)C)C3=NC(=NC=C3)NC3=C(C=C(C(=C3)[N+](=O)[O-])N(C)CCN(C)C)OC)C1)F N1-(4-(3,3-difluoro-5'-methylspiro[cyclobutane-1,3'-pyrrolo[3,2-b]pyridin]-1'(2'H)-yl)pyrimidin-2-yl)-N4-(2-(dimethylamino)ethyl)-2-methoxy-N4-methyl-5-nitrobenzene-1,4-diamine